ethyl 2-[1-cyclobutyl-6-(2-oxopyrrolidin-1-yl)-1H-1,3-benzodiazol-2-yl]-5-ethoxy-1-methyl-6-oxo-1,6-dihydropyrimidine-4-carboxylate C1(CCC1)N1C(=NC2=C1C=C(C=C2)N2C(CCC2)=O)C=2N(C(C(=C(N2)C(=O)OCC)OCC)=O)C